3-{2-[4-(4-acetylpiperazin-1-yl)-phenylamino]-5-trifluoromethylpyrimidin-4-ylamino}-thiophene-2-carboxylic acid C(C)(=O)N1CCN(CC1)C1=CC=C(C=C1)NC1=NC=C(C(=N1)NC1=C(SC=C1)C(=O)O)C(F)(F)F